CN(C)C[Si](C)(C)OC dimethylaminomethylmethoxydimethylsilane